C1(CC1)N1N=C(N=C1[C@@](C(F)(F)F)(C)O)C=1C=NC=C(C1)[C@](C1=CC=C(C=C1)C(C)C)(O)C1(CN(C1)C)C (R)-2-(2-Cyclopropyl-5-{5-[(R)-(1,3-dimethyl-azetidin-3-yl)-hydroxy-(4-isopropyl-phenyl)-methyl]-pyridin-3-yl}-2H-[1,2,4]triazol-3-yl)-1,1,1-trifluoro-propan-2-ol